4-(1-fluoro-1-((3-fluoro-phenyl)sulfonyl)ethyl)-N-(3-methyl-isoxazol-4-yl)piperidine-1-carboxamide FC(C)(S(=O)(=O)C1=CC(=CC=C1)F)C1CCN(CC1)C(=O)NC=1C(=NOC1)C